2-[5-(1,3-dioxolan-2-yl)-2-methyl-6-(methylsulfanyl)pyrimidin-4-yl]acetic acid O1C(OCC1)C=1C(=NC(=NC1SC)C)CC(=O)O